Cl.CN(CCCl)C 2-(dimethylamino)chloroethane hydrochloride